6-(3-Amino-6-(1-(pentan-3-yl)-1H-pyrazol-4-yl)pyrazin-2-yl)-2-(3,5-dimethoxyphenyl)pyridazin-3(2H)-on NC=1C(=NC(=CN1)C=1C=NN(C1)C(CC)CC)C=1C=CC(N(N1)C1=CC(=CC(=C1)OC)OC)=O